C1(=C(C(=CC=C1)N)N)C(C)C cumenediamine